ClC1=CC=C(C=N1)C1=NC(=C2C(=N1)N(N=C2)C2=CC=CC=C2)C2=C(SC(=C2)[N+](=O)[O-])C(=O)N (6-(6-chloropyridin-3-yl)-1-phenyl-1H-pyrazolo[3,4-d]pyrimidin-4-yl)-5-nitrothiophene-2-carboxamide